methylbenzoyl-toluoyl-sulfamide CNS(=O)(=O)N(C(=O)C=1C(=CC=CC1)C)C(C1=CC=CC=C1)=O